2-(2-benzyloxyphenyl)benzimidazole Methyl-2-[[8-(benzyloxymethyl)-1,4-dioxaspiro[4.5]decan-8-yl]methylamino]-2-methyl-propanoate COC(C(C)(C)NCC1(CCC2(OCCO2)CC1)COCC1=CC=CC=C1)=O.C(C1=CC=CC=C1)OC1=C(C=CC=C1)C=1NC2=C(N1)C=CC=C2